FC(CNC(OC1CN(CC1(F)F)C=1C=2N(N=C(C1)C=1C(=NC(=NC1)OC)OC)N=CN2)=O)(F)F 1-(6-(2,4-dimethoxypyrimidin-5-yl)-[1,2,4]triazolo[1,5-b]pyridazin-8-yl)-4,4-difluoropyrrolidin-3-yl (2,2,2-trifluoroethyl)carbamate